2-((4-fluorophenyl)sulfonamido)-N-(4-phenylthiazol-2-yl)benzamide FC1=CC=C(C=C1)S(=O)(=O)NC1=C(C(=O)NC=2SC=C(N2)C2=CC=CC=C2)C=CC=C1